BrC1=NC=CC(=C1F)CN[C@@](C(=O)OC(C)(C)C)(COC(C)(C)C)C tert-butyl (R)-2-(((2-bromo-3-fluoropyridin-4-yl) methyl) amino)-3-(tert-butoxy)-2-methylpropionate